C(C1=CC=CC=C1)OC1=C(C=C(C=N1)NC1=CC(=CC=C1)[N+](=O)[O-])C1=C2C=CNC2=CC=C1 6-(Benzyloxy)-5-(1H-indol-4-yl)-N-(3-nitrophenyl)pyridin-3-amine